ethyl ether Chloride [Cl-].C(C)OCC